1-(5-Chloro-pyridin-3-yl)-cyclobutanecarboxylic acid (5-bromo-pyrazin-2-yl)-amide BrC=1N=CC(=NC1)NC(=O)C1(CCC1)C=1C=NC=C(C1)Cl